α,α,α-trifluoro-O-toluamide C1=CC=C(C(=C1)C(=O)N)C(F)(F)F